(R)-N-(2-cyano-7-(3-methoxyphenyl)isoindolin-5-yl)-1-methylpiperidine-3-carboxamide C(#N)N1CC2=C(C=C(C=C2C1)NC(=O)[C@H]1CN(CCC1)C)C1=CC(=CC=C1)OC